C1(C=CC(N1CCC(=O)NCCCCCC(=O)[O-])=O)=O 6-[β-maleimidopropionamido]hexanoate